OC=1C=CC(=C2C=CC=NC12)CN1CCN(CC1)CN1C(C(N(CC1)CCOC)=O)=O 1-((4-((8-hydroxyquinolin-5-yl)methyl)piperazin-1-yl)methyl)-4-(2-methoxyethyl)piperazine-2,3-dione